[Bi]=[Te] BISMUTH TELLURIDE